2-(6-azaspiro[2.5]octan-6-yl)-N-(6-(thiazol-5-yl)isoquinolin-3-yl)acetamide C1CC12CCN(CC2)CC(=O)NC=2N=CC1=CC=C(C=C1C2)C2=CN=CS2